O[C@@]1([C@@H](CC[C@H](C1)C)C(C)C)C(=O)O (1S,2S,5R)-1-hydroxy-2-isopropyl-5-methylcyclohexane-1-carboxylic acid